CC1N(CCC(C1)=O)C(=O)OC(C)(C)C tertbutyl 2-methyl-4-oxo-piperidine-1-carboxylate